C(C=C)(=O)NC1=CN=CC(=N1)C#CCN(C(=O)[C@H]1N(C(N(C1)C1CC1)=O)C1=NC(=CC(=C1)C(F)(F)F)C)C1=CC=C(C=C1)F (S)-N-(3-(6-acrylamidopyrazin-2-yl)prop-2-yn-1-yl)-1-cyclopropyl-N-(4-fluorophenyl)-3-(6-methyl-4-(trifluoromethyl)pyridin-2-yl)-2-oxoimidazolidine-4-carboxamide